N=1C=C(N2C1C=NC=C2)CN2CCC1=CC=C(C=C21)C(=O)NC2=CC(=CC=C2)C(F)(F)F 1-(imidazo[1,2-a]pyrazin-3-ylmethyl)-N-(3-(trifluoromethyl)phenyl)indoline-6-carboxamide